lead-zinc water O.[Zn].[Pb]